FC1=C(C=C2C(CCC2=C1)N1CC2(C1)COCC2)C2=NC=1C=CNC(C1C(=C2)NC2=NC=C(C=C2)N2CCC(CC2)O)=O 2-[6-fluoro-3-(6-oxa-2-azaspiro[3.4]octan-2-yl)indan-5-yl]-4-[[5-(4-hydroxy-1-piperidyl)-2-pyridyl]amino]-6H-1,6-naphthyridin-5-one